[C@H]12COC[C@H](CNC1)N2C2=CC=CC(=N2)C2=NC1=CC(=NC=C1C=C2)CC2=C(C(=O)N)C=C(C(=C2C)C)S(=O)(=O)C ((2-(6-((1R,5S)-3-oxa-7,9-diazabicyclo[3.3.1]nonan-9-yl)pyridin-2-yl)-1,6-naphthyridin-7-yl)methyl)-3,4-dimethyl-5-(methylsulfonyl)benzamide